tert-Butyl (4-(5-chloro-3-((3R,4S)-3-(dimethylamino)-4-hydroxypyrrolidin-1-yl)-7,9-dihydrofuro[3,4-f]quinazolin-6-yl)-3-cyano-5-fluorobenzo[b]thiophen-2-yl)carbamate ClC1=C(C2=C(C=3C=NC(=NC13)N1C[C@H]([C@H](C1)O)N(C)C)COC2)C2=C(C=CC=1SC(=C(C12)C#N)NC(OC(C)(C)C)=O)F